C(C)(C)(C)OC(=O)O[C@@H]1[C@H]([C@H](N(C1)C(=O)OC(C)(C)C)CC1=CC=C(C=C1)OC)OC(=O)C1OCC1 tert-butyl (2R,3S,4S)-4-[(tert-butoxycarbonyl)oxy]-2-[(4-methoxyphenyl) methyl]-3-(oxetane-2-carbonyloxy)pyrrolidine-1-carboxylate